C1(CC1)/C(=C(\C(=O)OC)/C)/C1=CC=C2CCN(CC2=C1)C(=O)OC(C)(C)C (E)-tert-Butyl 7-(1-cyclopropyl-3-methoxy-2-methyl-3-oxoprop-1-en-1-yl)-3,4-dihydroisoquinoline-2(1H)-carboxylate